8-Chloro-2-(1-(2,2-diethoxyethyl)-1H-pyrazol-4-yl)-7-((2-methyl-1H-benzo[d]imidazol-6-yl)oxy)quinoxaline ClC=1C(=CC=C2N=CC(=NC12)C=1C=NN(C1)CC(OCC)OCC)OC=1C=CC2=C(NC(=N2)C)C1